2-Thiocarbamoylpiperazine-1,4-dicarboxylic acid di-tert-butyl ester C(C)(C)(C)OC(=O)N1C(CN(CC1)C(=O)OC(C)(C)C)C(N)=S